FC(C(F)(F)F)(C1=CC(=NC=C1)N)F 4-(perfluoroethyl)pyridin-2-amine